4-Hydroxy-N-(1,2-thiazol-5-yl)-3-{5-[4-(trifluoromethoxy)phenyl]-1H,2H,3H,4H,5H,6H-pyrrolo[3,4-c]pyrrol-2-yl}butanamide OCC(CC(=O)NC1=CC=NS1)N1CC=2CN(CC2C1)C1=CC=C(C=C1)OC(F)(F)F